N-(6-((2-fluoro-[1,1'-biphenyl]-3-yl)methyl)-5-(1-hydroxycyclobutane-1-carbonyl)-5-azaspiro[2.4]heptan-7-yl)methanesulfonamide FC1=C(C=CC=C1CC1N(CC2(CC2)C1NS(=O)(=O)C)C(=O)C1(CCC1)O)C1=CC=CC=C1